C(C)N1C[C@@H](CCC1)NC1=NN=C(C(N1C)=O)C=1C=CC2=C(CCO2)C1O (R)-3-((1-ethylpiperidin-3-yl)amino)-6-(4-hydroxy-2,3-dihydrobenzofuran-5-yl)-4-methyl-1,2,4-triazin-5(4H)-one